1-methyl-2-oxo-4-{4-[4-(trifluoromethoxy)phenoxy]piperidin-1-yl}-1,2-dihydroquinoline-3,8-dicarbonitrile CN1C(C(=C(C2=CC=CC(=C12)C#N)N1CCC(CC1)OC1=CC=C(C=C1)OC(F)(F)F)C#N)=O